C\C(=C/C)\CC\C=C(\CCC=C(C)C)/C (2E,6E)-3,7,11-trimethyldodeca-2,6,10-trien